hexahydrophthalic acid calcium salt [Ca+2].C(C1C(C(=O)[O-])CCCC1)(=O)[O-]